OC1(CCS(CC1)=O)C1=CC2=C(N=CN=C2)N(C1=O)C 6-(4-hydroxy-1-oxo-thiacyclohexan-4-yl)-8-methyl-pyrido[2,3-d]Pyrimidin-7-one